C1(=CC=CC=C1)NC1=CC=C(C=C1)C1=CC=C2C=CC=C(C2=C1)C1=CC=CC=C1 N-Phenyl-N-{4-(1-phenyl-naphthalen-7-yl)phenyl}-amine